BrC1=CC=C(CN2C(OC(C2=O)=C(C(C2=CC=CC=C2)=O)C2=CC=CC=C2)=O)C=C1 3-(4-bromobenzyl)-5-(phenyl-(benzoyl)methylene)oxazolidine-2,4-dione